C(C=C)(=O)O.C(C=C)(=O)O.C1(=CC=CC=C1)C1=CC=CC=C1 biphenyl diacrylate